FC(C(=O)O)(F)F.CN1C=2C=3C=CN=C(CCCCC(C(NC2C=N1)=O)C)C3 3,9-dimethyl-3,4,7,15-tetraazatricyclo[12.3.1.02,6]Octadecan-1(18),2(6),4,14,16-pentaen-8-one trifluoroacetate salt